O1CCC(CC1)N1CCCC1 (R)-1-(tetrahydro-2H-pyran-4-yl)pyrrolidin